C(C)N1CC(=CC2=CC=CC=C12)S(=O)(=O)N1CCC2(C[C@H](CO2)NC[C@@H](COC2=CC(=CC=C2)S(=O)(=O)C)O)CC1 1-ethyl-3-((R)-3-((S)-2-hydroxy-3-(3-(methylsulfonyl)phenoxy)propylamino)-1-oxa-8-azaspiro[4.5]decan-8-ylsulfonyl)quinolin